(2S,3R,E)-2-aminooctacos-4-ene-1,3-diol N[C@@H](CO)[C@@H](\C=C\CCCCCCCCCCCCCCCCCCCCCCC)O